CC1(CC(C(C=C1)O)(C)C)O 1,3,3-trimethyl-p-hydroxyphenol